bis[4-(1-naphthyl) phenyl] carbonate C(OC1=CC=C(C=C1)C1=CC=CC2=CC=CC=C12)(OC1=CC=C(C=C1)C1=CC=CC2=CC=CC=C12)=O